(S)-3-(3-methyl-4-(5-(trifluoromethyl)pyrimidin-2-yl)piperazine-1-carbonyl)azetidine-1-carboxylic acid tert-butyl ester C(C)(C)(C)OC(=O)N1CC(C1)C(=O)N1C[C@@H](N(CC1)C1=NC=C(C=N1)C(F)(F)F)C